C(C1CO1)N(CC1CO1)C1=CC=CC=C1 N,N-diglycidylaminobenzene